C(C)OC(=O)C=1C(=C(NC1)C1=CC=C(C=C1)C(F)(F)F)C1=CC(=CC=C1)C#N (3-cyanophenyl)-2-(4-(trifluoromethyl)phenyl)Azole-4-carboxylic acid ethyl ester